((2-(2,6-dioxopiperidin-3-yl)-3-oxoisoindolin-5-yl)oxy)hexanoic acid O=C1NC(CCC1N1CC2=CC=C(C=C2C1=O)OC(C(=O)O)CCCC)=O